FC1(CC1)C(=O)N[C@H](C(=O)N1[C@@H](C[C@H](C1)O)C(=O)OC)C(C)(C)C methyl (2S,4R)-1-[(2S)-2-[(1-fluorocyclopropanecarbonyl)amino]-3,3-dimethyl-butanoyl]-4-hydroxy-pyrrolidine-2-carboxylate